O1C(=CC=C1)CNC(C1=CC=C(C=C1)NC1=C(N=C2N1C=CN=C2)C2=CC=C(C=C2)OC)=O N-(furan-2-ylmethyl)-4-[[2-(4-methoxy-phenyl)imidazo[1,2-a]pyrazin-3-yl]amino]benzamide